(3S)-3-amino-2-hydroxy-N-(2-isobutoxyethyl)-4-((S)-2-oxopyrrolidin-3-yl)butanamide hydrochloride Cl.N[C@H](C(C(=O)NCCOCC(C)C)O)C[C@H]1C(NCC1)=O